C1N(CC2C1CCC2)C=2C=1N(N=C(C2)C#N)C=CN1 8-{hexahydro-1H-cyclopenta[c]Pyrrol-2-yl}imidazo[1,2-b]Pyridazine-6-carbonitrile